(S)-N-(2-(1-(3-chloro-4-((3,5-difluoropyridin-2-yl)methoxy-d2)-5',6-dimethyl-2-carbonyl-2H-[1,4'-bipyridine]-2'-yl)-4-fluoro-1H-pyrazol-3-yl)propan-2-yl)acetamide ClC=1C(N(C(=CC1OC([2H])([2H])C1=NC=C(C=C1F)F)C)C1=CC(=NC=C1C)N1N=C(C(=C1)F)C(C)(C)NC(C)=O)=C=O